2-((S)-1-propenoyl-4-(2-(((S)-1-methylpyrrolidin-2-yl)methoxy)-7-(5,6,7,8-tetrahydronaphthalen-1-yl)-5,6,7,8-tetrahydropyrido[3,4-d]pyrimidin-4-yl)piperazin-2-yl)acetonitrile C(C=C)(=O)N1[C@H](CN(CC1)C=1C2=C(N=C(N1)OC[C@H]1N(CCC1)C)CN(CC2)C2=CC=CC=1CCCCC21)CC#N